2,2-difluorobenzo[d][1,3]dioxin-5-carboxamide FC1(OCC2=C(O1)C=CC=C2C(=O)N)F